tert-butyl 3-(1-(4-(2-hydroxy-4-(trifluoromethyl)phenyl)phthalazin-1-yl)ethyl)piperidine-1-carboxylate OC1=C(C=CC(=C1)C(F)(F)F)C1=NN=C(C2=CC=CC=C12)C(C)C1CN(CCC1)C(=O)OC(C)(C)C